10,20-di(m-methoxyphenyl)porphyrin COC=1C=C(C=CC1)C=1C=2C=CC(=CC3=CC=C(N3)C(=C3C=CC(C=C4C=CC1N4)=N3)C3=CC(=CC=C3)OC)N2